4-[4-[[(5R)-5-[(4-tert-butoxycarbonylpiperazin-1-yl)methyl]-2-(4-chlorophenyl)-5-methyl-cyclohexen-1-yl]methyl]piperazin-1-yl]-2-(1H-pyrrolo[2,3-b]pyridin-5-yloxy)benzoic acid C(C)(C)(C)OC(=O)N1CCN(CC1)C[C@@]1(CCC(=C(C1)CN1CCN(CC1)C1=CC(=C(C(=O)O)C=C1)OC=1C=C2C(=NC1)NC=C2)C2=CC=C(C=C2)Cl)C